N1N=C(C=C1)C(=O)OCC ethyl pyrazole-3-carboxylate